4-bromo-7,7-difluoro-5-methyl-1,5,6,7-tetrahydrocyclopenta[f]indazole BrC1=C2C=NNC2=CC2=C1C(CC2(F)F)C